ClC=1C(=NC(=NC1)NC1=C(C=C(C=C1)C(=O)C1=CC=NC=C1)OC)C=1C=NN(C1)C (4-((5-chloro-4-(1-methyl-1H-pyrazol-4-yl)pyrimidin-2-yl)amino)-3-methoxyphenyl)(pyridin-4-yl)methanone